anti-aminoborane NB